S1C(=CC=C1C(=O)O)C(=O)O 2,5-thiophenedicarboxylic acid